CC=1C=CC=C2N(CCN(C12)C(=O)OCC1=CC=CC=C1)C=1C(N2CCOCCN3CCC=4C3=CC(NC3=NC=C(C1)C2=N3)=CC4)=O benzyl 8-methyl-4-(16-oxo-12-oxa-2,9,15,21,22-pentazapentacyclo[13.6.2.23,6.05,9.019,23]pentacosa-1(21),3(25),4,6(24),17,19,22-heptaen-17-yl)-2,3-dihydroquinoxaline-1-carboxylate